2-methyl-1-phenyl-3-(o-tolyl)propan-1-one CC(C(=O)C1=CC=CC=C1)CC1=C(C=CC=C1)C